CC(C=C)CC\C=C(\CC)/C (E)-3,7-dimethylnona-1,6-dien